2,2-dichloro-3-(3-chloro-5-trifluoromethylphenyl)cyclopropane-1-carbonyl chloride ClC1(C(C1C1=CC(=CC(=C1)C(F)(F)F)Cl)C(=O)Cl)Cl